(2-(pyrrolidin-1-yl)thiazol-5-yl)(7-oxa-2-azaspiro[3.5]non-2-yl)methanone N1(CCCC1)C=1SC(=CN1)C(=O)N1CC2(C1)CCOCC2